2-(4,4-difluoroazepan-1-yl)-N-(3-(methylsulfinyl)phenyl)-1,8-naphthyridine-3-carboxamide FC1(CCN(CCC1)C1=NC2=NC=CC=C2C=C1C(=O)NC1=CC(=CC=C1)S(=O)C)F